NC1=NN2C(C=C(C=C2)C=2C(=C(C=CC2)C=2C=NN(C2)C[C@H](O)C2=CC=CC=C2)F)=N1 |r| racemic-2-(4-(3-(2-amino-[1,2,4]triazolo[1,5-a]pyridin-7-yl)-2-fluorophenyl)-1H-pyrazol-1-yl)-1-phenylethan-1-ol